OC1=C2CCC(C2=CC=C1)=O 4-hydroxy-1-indanone